Tert-butyl 4-oxo-4,5-dihydro-1H-pyrazolo[3,4-d]pyrimidine-1-carboxylate O=C1C2=C(N=CN1)N(N=C2)C(=O)OC(C)(C)C